OCCC1=C(C=C(C(=C1)CCO)N)N 4,6-bis(hydroxyethyl)-m-phenylenediamine